3-(2-(piperazin-1-yl)-6-(trifluoromethyl)pyrimidin-4-yl)quinoline N1(CCNCC1)C1=NC(=CC(=N1)C=1C=NC2=CC=CC=C2C1)C(F)(F)F